ClC=1C(=C(C=CC1F)[C@@H]1[C@@H](O[C@](C1)(C(F)(F)F)C)C(=O)NC1=CC(=NC=C1)C(=O)N)OC 4-((2R,3R,5R)-3-(3-chloro-4-fluoro-2-methoxyphenyl)-5-methyl-5-(trifluoromethyl)tetrahydrofuran-2-carboxamido)picolinamide